FC1(CC12CN(C(C1=CC=C(C=C21)C(F)(F)F)=O)CC(=O)O)F 2-(2,2-difluoro-1'-oxo-6'-(trifluoromethyl)-1'H-spiro[cyclopropane-1,4'-isoquinoline]-2'(3'H)-yl)acetic acid